ClC1=NC2=CC=CC=C2C(=C1C(=O)O)C 2-chloro-4-methylquinoline-3-carboxylic acid